7-(7-chloro-1-oxo-2,3-dihydro-1H-inden-5-yl)-3-((1-(4,4-difluoro-3-(3-fluoro-1H-pyrazol-1-yl)butyryl)-4-hydroxypiperidin-4-yl)methyl)thieno[3,4-d]pyrimidin-4(3H)-one ClC=1C=C(C=C2CCC(C12)=O)C=1SC=C2C1N=CN(C2=O)CC2(CCN(CC2)C(CC(C(F)F)N2N=C(C=C2)F)=O)O